C(C)C1=C(C=NN1C=1C=NC=NC1)C(=O)NC1=CC(=C(C=C1)OC1=C2C(=NC=C1)NC(N2)=O)F 5-ethyl-N-(3-fluoro-4-((2-oxo-2,3-dihydro-1H-imidazo[4,5-b]pyridine-7-yl)oxy)phenyl)-1-(pyrimidine-5-yl)-1H-pyrazole-4-carboxamide